2-amino-4-(hydroxymethyl-phosphoryl)-butyronitrile NC(C#N)CC=P(=O)CO